tert-butyl 3-(2-((1-methyl-1H-pyrazol-4-yl) amino) pyrimidin-4-yl)-8-azabicyclo[3.2.1]oct-2-ene-8-carboxylate CN1N=CC(=C1)NC1=NC=CC(=N1)C1=CC2CCC(C1)N2C(=O)OC(C)(C)C